trans-N-(1-(2,6-Dimethoxyphenyl)-2-(6-ethoxypyridin-2-yl)-1H-imidazo[4,5-b]pyrazin-6-yl)-1-((1r,3r)-3-methyl-3-((tetrahydro-2H-pyran-2-yl)oxy)cyclobutyl)methanesulfonamide COC1=C(C(=CC=C1)OC)N1C(=NC=2C1=NC(=CN2)NS(=O)(=O)CC2CC(C2)(OC2OCCCC2)C)C2=NC(=CC=C2)OCC